CC1(NC(CC(=C1)C=1NC=C(C1)C1=CC(NC(C1)(C)C)(C)C)(C)C)C 2,4-Di(2,2,6,6-tetramethyl-1,2,5,6-tetrahydro-4-pyridyl)pyrrole